5-(4-chloro-2-fluorophenyl)-7-(3,4-dihydro-2,6-naphthyridin-2(1H)-yl)-2,3-dimethylpyrido[4,3-d]pyrimidin-4(3H)-one ClC1=CC(=C(C=C1)C1=NC(=CC=2N=C(N(C(C21)=O)C)C)N2CC1=CC=NC=C1CC2)F